O(CC(CO)(CO)CO)CC(CO)(CO)CO 2,2'-[oxobis(methylene)]bis[2-(hydroxymethyl)-1,3-propanediol]